CC1C(=C(C(=C1C(C)(C)C)C)C)C tetramethyl-tert-butylcyclopentadiene